N(C(=N)N)N=CC=1C=CC(=NC1)C1=C(C=C(C=C1)N1C(O[C@H](C1)CNC(C)=O)=O)F (S)-N-[(3-{4-[5-(guanidinoiminomethyl)pyridin-2-yl]-3-fluorophenyl}-2-oxo-1,3-oxazolidin-5-yl)methyl]acetamide